2-(3-fluoro-4-((4-(3-(5-(trifluoromethyl)pyridin-2-yl)morpholino)-7H-pyrrolo[2,3-d]pyrimidin-7-yl)methyl)piperidin-1-yl)acetamide FC1CN(CCC1CN1C=CC2=C1N=CN=C2N2C(COCC2)C2=NC=C(C=C2)C(F)(F)F)CC(=O)N